CC(CO)C(CC)C 2,3-dimethylpentanol